C(C)SC1=NN=C(S1)C(C(=O)N)SC=1NC(C2=C(N1)N(N=C2)C2CCOCC2)=O (5-(ethylthio)-1,3,4-thiadiazol-2-yl)-2-((4-oxo-1-(tetrahydro-2H-pyran-4-yl)-4,5-dihydro-1H-pyrazolo[3,4-d]pyrimidin-6-yl)thio)acetamide